SC(C(C)SC(C(C)O)C)C 3-((2-mercapto-1-methylpropyl)thio)-2-butanol